6-Fluoro-1-methyl-2-(6-trifluoromethoxy-benzothiazol-2-ylamino)-1H-benzoimidazole-5-carboxylic acid methyl ester COC(=O)C1=CC2=C(N(C(=N2)NC=2SC3=C(N2)C=CC(=C3)OC(F)(F)F)C)C=C1F